C1(CC1)C=1N=C(SC1)C#CC1=CN=CC(=N1)OC1=C(N=NN1)C(=O)O 5-((6-((4-cyclopropylthiazol-2-yl)ethynyl)pyrazin-2-yl)oxy)-1H-1,2,3-triazole-4-carboxylic acid